Hydroxypyrrolidine-2,5-dione ON1C(CCC1=O)=O